C(C)C1(COC1)COCCCCO 3-ethyl-3-(4-hydroxybutyl)oxymethyl-oxetane